7-chloro-2-methyl-1H-benzo[d]imidazole-5-carbonitrile ClC1=CC(=CC2=C1NC(=N2)C)C#N